1-(1-((6-(trifluoromethyl)benzo[b]thiophen-2-yl)methyl)-1,8-diazaspiro[4.5]decane-8-carbonyl)-1H-pyrazole-3-carboxamide FC(C=1C=CC2=C(SC(=C2)CN2CCCC23CCN(CC3)C(=O)N3N=C(C=C3)C(=O)N)C1)(F)F